7-((2S,5R)-4-(1-(benzo[d]thiazol-6-yl)ethyl)-2,5-diethylpiperazin-1-yl)-4-methyl-2-(tetrahydro-2H-pyran-2-yl)-2,4-dihydro-5H-pyrazolo[4,3-d]pyrimidin-5-one S1C=NC2=C1C=C(C=C2)C(C)N2C[C@@H](N(C[C@H]2CC)C=2C=1C(N(C(N2)=O)C)=CN(N1)C1OCCCC1)CC